FC=1C(=C2C=NNC2=CC1)C1=C2C(=NC(=C1C#N)N1CC3(CN(C3)C(C=C)=O)CC1)CC(OC2)(C)C 4-(5-fluoro-1H-indazol-4-yl)-7,7-dimethyl-2-(2-(2-propenoyl)-2,6-diazaspiro[3.4]octan-6-yl)-7,8-dihydro-5H-pyrano[4,3-b]pyridine-3-carbonitrile